ethyl 3-(4,4-difluoroazepan-1-yl)-quinoxaline-2-carboxylate FC1(CCN(CCC1)C=1C(=NC2=CC=CC=C2N1)C(=O)OCC)F